(S)-4-acetyl-3-((S)-sec-butyl)-1,3,4,5-tetrahydro-2H-benzo[e][1,4]Diazepin-2-one C(C)(=O)N1[C@H](C(NC2=C(C1)C=CC=C2)=O)[C@@H](C)CC